2-Chloro-N-(3-chloro-4-methoxyphenyl)-8-methyl-8-(trifluoromethyl)-7,8-dihydro-6H-pyrazolo[1,5-a]pyrrolo[2,3-e]pyrimidine-6-carboxamide ClC1=NN2C(N=CC3=C2C(CN3C(=O)NC3=CC(=C(C=C3)OC)Cl)(C(F)(F)F)C)=C1